9-(6-amino-pyridin-3-yl)-1-(3-trifluoromethylphenyl)-1H-benzo[h][1,6]naphthyridin-one NC1=CC=C(C=N1)C1=CC=2C(=NC=C3C=CC(N(C23)C2=CC(=CC=C2)C(F)(F)F)=O)C=C1